ClC1=NC=NC(=C1)C1=C(C=C(C=C1)F)OC 4-chloro-6-(4-fluoro-2-methoxyphenyl)pyrimidine